CN1CCN(CC1)C=1C=CC2=C(NC(=N2)C2=NNC3=NC=C(C=C32)N)C1 3-(6-(4-methylpiperazin-1-yl)-1H-benzimidazol-2-yl)-1H-pyrazolo[3,4-b]pyridin-5-amine